4-(2,3-dichloro-6-hydroxyphenyl)piperidine-2-carboxamide ClC1=C(C(=CC=C1Cl)O)C1CC(NCC1)C(=O)N